Styryl methyl-phenyl ether sulfate salt S(=O)(=O)(O)O.CC1=C(C=CC=C1)OC=CC1=CC=CC=C1